(2S,4R)-8-(7-Chloro-8-fluoro-2-(((2R,7aS)-2-fluorotetrahydro-1H-pyrrolizin-7a(5H)-yl)methoxy)pyrido[4,3-d]pyrimidin-4-yl)-2-methyl-5-oxa-8-azaspiro[3.5]nonan-2-ol ClC1=C(C=2N=C(N=C(C2C=N1)N1CCOC2(CC(C2)(O)C)C1)OC[C@]12CCCN2C[C@@H](C1)F)F